FC=1C(=NC(=CC1)C(F)(F)F)C1=NC(=NC(=N1)NC(C)C)NC1=CC(=CC=C1)S(=O)(=O)C 6-(3-fluoro-6-(trifluoromethyl)pyridin-2-yl)-N2-isopropyl-N4-(3-(methylsulfonyl)phenyl)-1,3,5-triazine-2,4-diamine